FC1(CNCCC1N1C=CC=C1)F 3,3-difluoro-4-(1H-pyrrol-1-yl)piperidine